ClC1=C(N=C(NC1=O)C1=CC(=NC=C1)F)N1C2COCC1CC2 5-chloro-2-(2-fluoro-4-pyridinyl)-4-(3-oxa-8-azabicyclo[3.2.1]oct-8-yl)-1H-pyrimidin-6-one